N[C@@H](CCSC)CC(=O)O L-beta-Homomethionine